CON(C(=O)C12CC(C1)(C2)NC(OC(C)(C)C)=O)C tert-butyl {3-[methoxy(methyl)carbamoyl]bicyclo[1.1.1]pentan-1-yl}carbamate